2-methyl-ethylene glycol dicarbamate C(N)(=O)OCC(C)OC(N)=O